5-[(1R)-1-(3,5-dichloro-2-methyl-4-pyridyl)ethoxy]-3-[6-[(3R)-tetrahydro-furan-3-yl]oxy-3-pyridyl]-1H-indazole ClC=1C(=NC=C(C1[C@@H](C)OC=1C=C2C(=NNC2=CC1)C=1C=NC(=CC1)O[C@H]1COCC1)Cl)C